[Br-].C(C)OC1=CC=C(CC2=C(C=CC=C2)P(C2=CC=CC=C2)C2=CC=CC=C2)C=C1 4-ethoxybenzyl-triphenylphosphine bromide